ClC=1N=C(C2=C(N1)C=CO2)N2CCOCC2 2-chloro-4-morpholino-furo[3,2-d]pyrimidine